ClC(COP(=O)(Cl)Cl)(Cl)Cl 2,2,2-trichloroethoxyphosphoryl dichloride